C(C)(C)(C)OC(=O)O[C@@H]1CNCC[C@H]1N1CC2=CC=CC=C2C(C1)=O (3R,4R)-3-((tert-butoxycarbonyl)oxy)-4-(4-oxo-3,4-dihydroisoquinolin-2(1H)-yl)piperidine